10-methylenehexadecanoic acid C=C(CCCCCCCCC(=O)O)CCCCCC